COC=1C=C(C=NC1)C1=CC=C(CN2C3=C(C=C2)SC=C3C(=O)NC3CC2(CC(C2)C(=O)O)C3)C=C1 6-(4-(4-(5-methoxypyridin-3-yl)benzyl)-4H-thieno[3,2-b]pyrrole-3-carboxamido)spiro[3.3]heptane-2-carboxylic acid